N-(3-Aminopropyl)-5-((3aS,4S,6aR)-2-oxohexahydro-1H-thieno[3,4-d]imidazol-4-yl)pentanamide NCCCNC(CCCC[C@@H]1SC[C@@H]2NC(N[C@@H]21)=O)=O